FC1=C(CN2N=C(C=3C2=NC=CC3)C#N)C=CC=C1 1-(2-fluorobenzyl)-1H-pyrazolo[3,4-b]pyridine-3-carbonitrile